6-((3S,4S)-4-amino-3-methyl-2-oxa-8-azaspiro[4.5]decan-8-yl)-5-methyl-3-((thiophen-2-yl)ethynyl)-1,5-dihydro-4H-pyrazolo[3,4-d]pyrimidin-4-one N[C@@H]1[C@@H](OCC12CCN(CC2)C=2N(C(C1=C(N2)NN=C1C#CC=1SC=CC1)=O)C)C